racemic-2-methylsulfonyl-1-(4-bromophenyl)ethanol bicyclo[2.2.2]oct-5-ene-2-carboxylate C12C(CC(C=C1)CC2)C(=O)OC(CS(=O)(=O)C)C2=CC=C(C=C2)Br